BrC=1C(=NC=NC1OC([2H])([2H])[2H])C1CC1 5-Bromo-4-cyclopropyl-6-(methoxy-d3)pyrimidine